(2R,4R)-6-chloro-4-hydroxy-N-{4-[4-(trifluoromethyl)benzamido]bicyclo[2.1.1]hex-1-yl}-3,4-dihydro-2H-1-benzopyran-2-carboxamide ClC=1C=CC2=C([C@@H](C[C@@H](O2)C(=O)NC23CCC(C2)(C3)NC(C3=CC=C(C=C3)C(F)(F)F)=O)O)C1